ethylenedioxy-diethylene C(OC=C)COC=C